1-(3-((3-(4-cyclohexylphenyl)-1H-indazol-1-yl)methyl)pyrrolidin-1-yl)prop-2-en-1-one 4-nitrophenyl-(R)-(1-(3-(methoxy-d3)phenyl)ethyl-2,2,2-d3)carbamate [N+](=O)([O-])C1=CC=C(C=C1)N(C(O)=O)[C@H](C([2H])([2H])[2H])C1=CC(=CC=C1)OC([2H])([2H])[2H].C1(CCCCC1)C1=CC=C(C=C1)C1=NN(C2=CC=CC=C12)CC1CN(CC1)C(C=C)=O